isobutyl-7-amino-1,2,3,4-tetrahydroquinoline C(C(C)C)N1CCCC2=CC=C(C=C12)N